O=C1C=C(CC(C1)C(F)(F)F)NC(C1=CC=C(C=C1)C(F)(F)F)=O N-(3-oxo-5-(trifluoromethyl)cyclohex-1-en-1-yl)-4-(trifluoro-methyl)-benzamide